5'-methyl-4-pentyl-3-(4H-pyran-4-yl)-1',2',3',4'-tetrahydro-[1,1'-biphenyl]-2,6-diol CC=1CCCC(C1)C=1C(=C(C(=CC1O)CCCCC)C1C=COC=C1)O